3-benzylazido-stilbene C(C1=CC=CC=C1)C=1C(=C(C=CC1)C=CC1=CC=CC=C1)N=[N+]=[N-]